2'-methoxy-4-trifluoromethyl-1,1'-biphenyl COC1=C(C=CC=C1)C1=CC=C(C=C1)C(F)(F)F